CN(C(=O)N1CC(C1)N(C([O-])=O)C1CN(C1)C1=CC(=C(C(=C1)F)C1C(NC(CC1)=O)=O)F)C1=NC=C(C=C1)C 1-(methyl(5-methylpyridin-2-yl)carbamoyl)azetidin-3-yl-(1-(4-(2,6-dioxopiperidin-3-yl)-3,5-difluorophenyl)azetidin-3-yl)carbamate